FC1=C(C(=CC=C1)O)[C@@H](N1C(C2=CC=CC=C2C1)=O)C=1NC2=CC=CC=C2C1 (R)-2-((2-fluoro-6-hydroxyphenyl)(1H-indol-2-yl)methyl)isoindolin-1-one